1-methyl-4-(3-((2R,5S)-5-methylpiperidin-2-yl)phenyl)piperazine CN1CCN(CC1)C1=CC(=CC=C1)[C@@H]1NC[C@H](CC1)C